COC=1C=C(CN2C[C@H](OC3=C(C2=O)C=C(C=C3C3=C(C=C(C=C3)F)C)CN3C(=NC=C3)C)C)C=C(C1)OC (R)-4-(3,5-Dimethoxybenzyl)-9-(4-fluoro-2-methylphenyl)-2-methyl-7-((2-methyl-1H-imidazol-1-yl)methyl)-3,4-dihydrobenzo[f][1,4]oxazepin-5(2H)-one